C1(CC1)C=1C(=C(C(=O)OC)C=C(N1)C)N(C(CC(=O)OC)=O)C methyl 2-cyclopropyl-3-(3-methoxy-N-methyl-3-oxopropanamido)-6-methylisonicotinate